NCC(C=1SC=C(N1)CO)NC(=O)C=1NC(=CC1)C1=NC=C(C=C1)C(F)(F)F N-(2-Amino-1-(4-(hydroxymethyl)thiazol-2-yl)ethyl)-5-(5-(trifluoromethyl)pyridin-2-yl)-1H-pyrrole-2-carboxamide